((tetrahydrofuran-3-yl)methoxy)quinazolin-4(3H)-one O1CC(CC1)COC1=NC2=CC=CC=C2C(N1)=O